tert-butyl (3-(3-(4-(nonyloxy)phenyl)-1,2,4-oxadiazol-5-yl)propyl)carbamate C(CCCCCCCC)OC1=CC=C(C=C1)C1=NOC(=N1)CCCNC(OC(C)(C)C)=O